ClC1=NC(=NC=C1C(F)(F)F)NC1=C(C=C(C=C1)N)OC N-(4-chloro-5-(trifluoromethyl)pyrimidin-2-yl)-2-methoxybenzen-1,4-diamine